3,3-Dimethyl-N-[1-(5-methyl-thiophen-2-ylmethyl)-2,3-dihydro-1H-indol-5-yl]-butyramide CC(CC(=O)NC=1C=C2CCN(C2=CC1)CC=1SC(=CC1)C)(C)C